(5R,8S)-10-(4,5-dichloro-2-fluorobenzyl)-1-fluoro-6,7,8,9-tetrahydro-5H-5,8-epiminocyclohepta[c]pyridine ClC1=CC(=C(CN2[C@@H]3CC[C@H]2CC=2C(=NC=CC23)F)C=C1Cl)F